bis(1,5-cyclooctadiene) rhodium (I) fluoride [Rh]F.C1=CCCC=CCC1.C1=CCCC=CCC1